2,3,4,5-tetraphenyl-1H-pyrrole C1(=CC=CC=C1)C=1NC(=C(C1C1=CC=CC=C1)C1=CC=CC=C1)C1=CC=CC=C1